CN(C(OC(C)(C)C)=O)CCCN(CCCNC)C tert-butyl N-methyl-N-(3-[methyl[3-(methylamino)propyl]amino]propyl)carbamate